C(C1=CC=CC=C1)OC(N(C)C1CCC2=C(C(=C(S2)Cl)Cl)C1)=O.SCC(=O)C1=CC=CC=C1 (sulfanyl)-1-(phenyl)ethan-1-one benzyl-N-(2,3-dichloro-4,5,6,7-tetrahydrobenzothiophen-5-yl)-N-methyl-carbamate